2-(2H-benzotriazol-2-yl)-6-(p-tolylsulfinyl)-4-(2,4,4-trimethylpent-2-yl)phenol N=1N(N=C2C1C=CC=C2)C2=C(C(=CC(=C2)C(C)(CC(C)(C)C)C)S(=O)C2=CC=C(C=C2)C)O